BrC1=CC=C(C=C1)N\N=C\C1=CNC=2C=CC=C(C12)O (E)-3-((2-(4-bromophenyl)hydrazineylidene)methyl)-1H-indol-4-ol